C12C(CC(CC1)CC2)C(C)NS(=O)(=O)C=2C=C1C=CN=CC1=CC2 N-(1-(bicyclo[2.2.2]octan-2-yl)ethyl)isoquinoline-6-sulfonamide